Cl[C@@H](C(=O)O)C |r| racemic-2-chloropropionic acid